BrC1=NN(C(=C1)C=1C=C(C=CC1)[C@]1(C(N(CC1)C)=O)O)C (R)-3-(3-(3-Bromo-1-methyl-1H-pyrazol-5-yl)phenyl)-3-hydroxy-1-methylpyrrolidin-2-one